FC1=CC=C(C=C1)C1=C(N(C2=C(C=CC=C12)O)C1CN(C1)C([C@H](C)O)=O)C1CCOCC1 (2S)-1-[3-[3-(4-fluorophenyl)-7-hydroxy-2-tetrahydropyran-4-yl-indol-1-yl]azetidin-1-yl]-2-hydroxy-propan-1-one